ethyl 4-isopropoxyisoxazole-3-carboxylate C(C)(C)OC=1C(=NOC1)C(=O)OCC